The molecule is an N-sulfonylurea and sulfuric amide resulting from the formal condensation of sulfuric acid with the primary amino group of 1-(4,6-dimethoxypyrimidin-2-yl)urea and with the primary amino group of 3-amino-N,N-dimethylbenzamide (1 mol eq. of each). An acetolactate synthase inhibitor, it is used as a pre- and post-emergent herbicide for the treatment of grasses and broad-leaved weeds in rice crops. It has a role as an EC 2.2.1.6 (acetolactate synthase) inhibitor and a herbicide. It is a tertiary carboxamide, a sulfuric amide, a N-sulfonylurea and an aromatic ether. CN(C)C(=O)C1=CC(=CC=C1)NS(=O)(=O)NC(=O)NC2=NC(=CC(=N2)OC)OC